Cl.ClC1=C2C=CC=NC2=C(C=C1)O 5-chloro-8-hydroxyquinoline hydrochloride